NC1=CC=C(C=C1)C\C=C\C1=C(C=C(C=C1)OC)OC (E)-1-(4-aminophenyl)-3-(2,4-dimethoxyphenyl)prop-2-en